CC1(CN(CC1)C([C@H](CC(=O)O)NC(=O)OCC1C2=CC=CC=C2C=2C=CC=CC12)=O)C (3S)-4-(3,3-dimethylpyrrolidine-1-yl)-3-(9H-fluoren-9-ylmethoxycarbonylamino)-4-oxobutanoic acid